ClC1=C(C=CC=C1)[C@H]([C@H](C)C=1N(C(C(=C(N1)C(=O)NC=1C=NOC1)O)=O)C)C1=NC=C(N=C1)C 2-((1S,2S)-1-(2-chlorophenyl)-1-(5-methylpyrazin-2-yl)propan-2-yl)-5-hydroxy-N-(isoxazol-4-yl)-1-methyl-6-oxo-1,6-dihydropyrimidine-4-carboxamide